O=C1N(CCC(N1)=O)C=1C=C(OCC(=O)O)C=CC1 2-(3-(2,4-dioxotetrahydro-pyrimidin-1(2H)-yl)phenoxy)acetic acid